3-ethyl-4-((2,3-dichlorophenyl)amino)cyclobut-3-ene-1,2-dione C(C)C=1C(C(C1NC1=C(C(=CC=C1)Cl)Cl)=O)=O